[Si](C)(C)(C(C)(C)C)OCC1=CN=C2N1C=C(C=C2)C(=O)OC methyl 3-(((tert-butyldimethylsilyl)oxy)methyl)imidazo[1,2-a]pyridine-6-carboxylate